C(C)N(P(N)(N)=S)CC N,N-diethyl-thiophosphoric acid triamide